N-(4-amino-1H-pyrazolo[4,3-c]pyridin-7-yl)-N'-ethyl-N'-[[2-methyl-4-(trifluoromethyl)phenyl]methyl]oxamide NC1=NC=C(C2=C1C=NN2)NC(=O)C(=O)N(CC2=C(C=C(C=C2)C(F)(F)F)C)CC